3-(3-(1-hydroxyethyl)phenyl)propanoic acid ethyl ester C(C)OC(CCC1=CC(=CC=C1)C(C)O)=O